N-(3-(hydroxymethyl)pyrrolidin-3-yl)-2-methyl-5-((4-methylthiazol-5-yl)methoxy)benzofuran-3-carboxamide OCC1(CNCC1)NC(=O)C1=C(OC2=C1C=C(C=C2)OCC2=C(N=CS2)C)C